3-(methacrylamido)propyl-trimethyl-ammonium chloride [Cl-].C(C(=C)C)(=O)NCCC[N+](C)(C)C